S([O-])(O)(=O)=O.C[N+]1(CCCCC1)CC1=CC=C(C=C1)C=C methyl-1-(4-vinylbenzyl)-piperidin-1-ium bisulfate